CN1N=C(C(=C1)NC=O)O[C@@H]1[C@H](OC1)C N-(1-methyl-3-(((2r,3s)-2-methyloxetan-3-yl)oxy)-1H-pyrazol-4-yl)carboxamide